1-(5-((4-(bis(4-fluorophenyl)methyl)piperazin-1-yl)methyl)-1-oxoisoindolin-2-yl)dihydropyrimidine-2,4(1H,3H)-dione FC1=CC=C(C=C1)C(N1CCN(CC1)CC=1C=C2CN(C(C2=CC1)=O)N1C(NC(CC1)=O)=O)C1=CC=C(C=C1)F